tert-Butyl 3-((6-bromopyridazin-3-yl)methyl)piperidine-1-carboxylate BrC1=CC=C(N=N1)CC1CN(CCC1)C(=O)OC(C)(C)C